(2-FORMYL-4-METHYL-PHENYL)-CARBAMIC ACID TERT-BUTYL ESTER C(C)(C)(C)OC(NC1=C(C=C(C=C1)C)C=O)=O